Fluorouracil-at FC1=C(C(NC(N1)=O)=O)C(=O)[O-]